BrC=1SC(=C(N1)C(=O)OC)NC(=O)OC(C)(C)C methyl 2-bromo-5-((tert-butoxycarbonyl)amino)thiazole-4-carboxylate